(S)-2-(cyclopropanecarbonyl)-8-fluoro-N-(1-(4-fluorophenyl)ethyl)-1,2,3,4-tetrahydroisoquinoline-6-sulfonamide C1(CC1)C(=O)N1CC2=C(C=C(C=C2CC1)S(=O)(=O)N[C@@H](C)C1=CC=C(C=C1)F)F